N-(4-(4-benzylpiperazin-1-yl)quinolin-3-yl)-6-methyl-pyridinamide C(C1=CC=CC=C1)N1CCN(CC1)C1=C(C=NC2=CC=CC=C12)NC(=O)C1=NC(=CC=C1)C